CN1C=C([C@H]2[C@H](O)[C@H](O)[C@@H](CO)O2)C(NC1=O)=O 1-methylpseudouridine